4-((2-carboxy-5-methoxyphenyl)amino)-7-fluoro-1H-indole-2-carboxylic acid C(=O)(O)C1=C(C=C(C=C1)OC)NC1=C2C=C(NC2=C(C=C1)F)C(=O)O